2-Bromo-6-fluoro-4-methyl-3-(trifluoromethyl)benzaldehyde BrC1=C(C=O)C(=CC(=C1C(F)(F)F)C)F